C1(=CC=CC2=CC=CC=C12)N[C@@H](C)C(=O)O (1-naphthyl)-L-alanine